CNC(=O)C=1C=C(C=NC1)C1N(OCC1)C(=O)C1CCN(CC1)C1=NC=CC(=N1)C(=O)N 2-[4-[3-[5-(methylcarbamoyl)-3-pyridinyl]isoxazolidine-2-carbonyl]-1-piperidinyl]pyrimidine-4-carboxamide